5-(2-(4-(2-acetyl-5-chlorophenyl)-5-methoxy-2-oxopyridin-1(2H)-yl)-4-methoxybutyrylamino)-1H-indole-2-carboxylic acid C(C)(=O)C1=C(C=C(C=C1)Cl)C1=CC(N(C=C1OC)C(C(=O)NC=1C=C2C=C(NC2=CC1)C(=O)O)CCOC)=O